CC(CCC)NCCCCCCCCCN N-(pentan-2-yl)nonane-1,9-diamine